phosphovanadium molybdenum salt [Mo].P(=O)(=O)[V]